O=C1NC(CCC1N1C(C2=CC=CC(=C2C1=O)NC1CCC(CC1)C(=O)N1C[C@@H](CC1)C(=O)O)=O)=O (3R)-1-((1r,4R)-4-((2-(2,6-dioxopiperidin-3-yl)-1,3-dioxoisoindolin-4-yl)amino)cyclohexane-1-carbonyl)pyrrolidine-3-carboxylic acid